The molecule is an acyl-CoA(4-) obtained by deprotonation of the phosphate and diphosphate OH groups of cyclohex-1-ene-1-carbonyl-CoA; major species at pH 7.3. It is a conjugate base of a cyclohex-1-ene-1-carbonyl-CoA. CC(C)(COP(=O)([O-])OP(=O)([O-])OC[C@@H]1[C@H]([C@H]([C@@H](O1)N2C=NC3=C(N=CN=C32)N)O)OP(=O)([O-])[O-])[C@H](C(=O)NCCC(=O)NCCSC(=O)C4=CCCCC4)O